O(C1=CC=CC=C1)C1=CC=C(OC2=C(C(=O)N)C=CC(=N2)N2CCNCC2)C=C1 2-(4-phenoxyphenoxy)-6-(piperazin-1-yl)nicotinamide